C(C1=CC=CC=C1)OC(=O)N[C@@H](CC1=CC=CC=C1)C(=O)N[C@@H](CCCNC(N)=N)C(=O)O Benzyloxycarbonyl-L-phenylalanyl-L-arginine